CS(=O)(=O)[O-].C(CCCCCC)[NH+]1CC(CC1)C 1-Heptyl-3-Methylpyrrolidinium methansulfonat